tert-butyl 3-bromo-4-oxo-azepane-1-carboxylate BrC1CN(CCCC1=O)C(=O)OC(C)(C)C